ClC1=C(N)C=C(C=C1C(F)(F)F)C(F)(F)F 2-chloro-3,5-bis(trifluoromethyl)aniline